N[C@H]1CN(CCC1)C(=O)C1=CC=2N(C=C1)C(=C(N2)C=2N(C1=CC=CC=C1C2)CCO)C (R)-(3-Aminopiperidin-1-yl)(2-(1-(2-hydroxyethyl)-1H-indol-2-yl)-3-methylimidazo[1,2-a]pyridin-7-yl)methanone